4-(3-fluoro-4-hydroxyphenyl)cyclohexan FC=1C=C(C=CC1O)C1CCCCC1